[Si](C)(C)(C(C)(C)C)OCCOC1=CC(=C(C=C1Cl)C1=CC=C2C(=CN=NC2=C1)NCC1=C(C=C(C=C1)OC)OC)C1=NN(C=C1)C1OCCCC1 7-[4-[2-[tert-butyl(dimethyl)silyl]oxyethoxy]-5-chloro-2-(1-tetrahydropyran-2-ylpyrazol-3-yl)phenyl]-N-[(2,4-dimethoxyphenyl)methyl]cinnolin-4-amine